NC1=CC(=C(OC2=CC=CC=C2)C=C1)C(F)(F)F p-(4-amino-2-trifluoromethylphenoxy)benzene